4-amino-5-(3-chlorophenyl)-1-(1-(4-fluorophenyl)-1H-indazol-5-yl)pyrrolidin-2-one NC1CC(N(C1C1=CC(=CC=C1)Cl)C=1C=C2C=NN(C2=CC1)C1=CC=C(C=C1)F)=O